N-(3-hydroxypropyl)guanidine OCCCNC(=N)N